C(#N)CNC(C1=CC=C(C=C1)C1=NC(=NC=C1C)NC=1C=NN(C1)C1CCN(CC1)CC#N)=O N-(cyanomethyl)-4-(2-((1-(1-(cyanomethyl)piperidin-4-yl)-1H-pyrazol-4-yl)amino)-5-methylpyrimidin-4-yl)benzamide